(2S,3R)-methyl-3-(2-chlorophenyl)-1,4-dioxaspiro[4.4]nonane-2-carboxylate COC(=O)[C@H]1OC2(O[C@@H]1C1=C(C=CC=C1)Cl)CCCC2